2-(5-hydroxy-3,4,5,6-tetrahydropyrimidin-2-yl)propane hydrochloride Cl.OC1CNC(=NC1)C(C)C